NCCOCCN bis(β-aminoethyl) ether